Cl.CC(C(=O)NC1=CC2=NC3=C(C=CC=C3C2=CC=C1)CNCCC1=CC=CC=C1)CC 7-(2-methylbutanoyl)amino-4-(1-phenyleth-2-yl)aminomethylcyclohepta[7,6-b]indole hydrochloride